CC1=CC=C(C=C1)S(=O)(=O)Cl.[Na] sodium p-toluenesulfonylchloride